O[C@H]1[C@@H](COC1)NC([C@H](C)N1C=NC2=C(C1=O)C=C(N=C2C=2C=NC=CC2)C=2C=NC(=CC2)C(F)(F)F)=O (S)-N-((3R,4S)-4-hydroxytetrahydrofuran-3-yl)-2-(4-oxo-8-(pyridin-3-yl)-6-(6-(trifluoromethyl)pyridin-3-yl)pyrido[3,4-d]pyrimidin-3(4H)-yl)propanamide